C[C@H]1N(CCN(C1=O)C)CCOC1=CC=C(C=C1)C#CC1=CC=C(C=C1)C=1C2=C(C(N(C1)C)=O)N(C=C2)S(=O)(=O)C2=CC=C(C)C=C2 (R)-4-{4-[(4-(2-(2,4-dimethyl-3-oxopiperazin-1-yl)ethoxy)phenyl)ethynyl]phenyl}-6-methyl-1-tosyl-1H-pyrrolo[2,3-c]pyridin-7(6H)-one